C1(=CC=CC2=CC=CC=C12)N1C(C(=CC=C1C(F)(F)F)NC(OC(C)(C)C)=O)=O tert-butyl (1-(naphthalen-1-yl)-2-oxo-6-(trifluoromethyl)-1,2-dihydropyridin-3-yl)carbamate